(S)-7-((5-amino-4-(1,1-difluoroethyl)-6-oxopyrimidin-1(6H)-yl)methyl)-4-(cyclopropylethynyl)-4-(trifluoromethyl)-3,4-dihydroquinazolin-2(1H)-one NC1=C(N=CN(C1=O)CC1=CC=C2[C@](NC(NC2=C1)=O)(C(F)(F)F)C#CC1CC1)C(C)(F)F